(Z)-1-(3-(5-(dimethylamino)-2-isopropylphenyl)-4-oxothiazolidin-2-ylidene)-3-(2-methyl-4-(1-(5-(trifluoromethoxy)pyridin-2-yl)-1H-1,2,4-triazol-3-yl)phenyl)urea CN(C=1C=CC(=C(C1)N1/C(/SCC1=O)=N/C(=O)NC1=C(C=C(C=C1)C1=NN(C=N1)C1=NC=C(C=C1)OC(F)(F)F)C)C(C)C)C